ON1C(CC(CC1(C)C)OCCCC)(C)C 1-oxyl-2,2,6,6-tetramethyl-4-n-butoxypiperidine